1-((2-(2,6-dioxopiperidin-3-yl)-1,3-dioxoisoindolin-5-yl)glycyl)piperidin O=C1NC(CCC1N1C(C2=CC=C(C=C2C1=O)NCC(=O)N1CCCCC1)=O)=O